6-Chloro-3-[1-hydroxyl-(3-methyl-isoxazol-5-yl)-methylidene]-5-(4-trifluoromethoxy-phenyl)-1,3-dihydro-indol-2-one ClC1=C(C=C2C(C(NC2=C1)=O)=C(O)C1=CC(=NO1)C)C1=CC=C(C=C1)OC(F)(F)F